N1(CCC1)C=1C(=NC=C(C1)OCC(F)(F)F)C(=O)[O-] 3-(Azetidin-1-yl)-5-(2,2,2-trifluoroethoxy)pyridineAt